(S)-3-Cyano-pyrrolidine-1-carboxylic acid [4-methoxy-7-(1-methyl-1H-pyrazol-4-yl)-thiazolo[4,5-c]pyridin-2-yl]-amide COC1=NC=C(C2=C1N=C(S2)NC(=O)N2C[C@H](CC2)C#N)C=2C=NN(C2)C